lithium(1+) bis(trimethylsilyl)azanide C[Si](C)(C)[N-][Si](C)(C)C.[Li+]